(5R)-5-methyl-3-oxopyrrolidine-1,2-dicarboxylic acid 1-benzyl ester 2-methyl ester COC(=O)C1N([C@@H](CC1=O)C)C(=O)OCC1=CC=CC=C1